3-[4-(methylamino)-5,6,7,8-tetrahydropyrido[3,4-d]pyrimidin-2-yl]-N-(4-phenylphenyl)pyrrolidine-1-carboxamide CNC=1C2=C(N=C(N1)C1CN(CC1)C(=O)NC1=CC=C(C=C1)C1=CC=CC=C1)CNCC2